(2E,4E,6Z,8Z)-3,5,7-trimethyl-2,4,6,8-undecatetraene C\C(=C/C)\C=C(\C=C(/C=C\CC)\C)/C